FC=1C=C(C=C2C(N(/C(/S2)=N/C2=CC=C(C=C2)S(=O)(=O)N)C2=CC=CC=C2)=O)C=CC1F 4-(((2Z)-5-(3,4-difluorobenzylidene)-4-oxo-3-phenylthiazolidin-2-ylidene)amino)benzenesulphonamide